naphthoylindole C1=CC=C2C(=C1)C=CC=C2C(=O)C3=CC4=CC=CC=C4N3